C=12C(=CC3=CCC=CC13)C2 methano-5H-inden